OC1(CC(C1)C(=O)N1CC2(C1)CCC(CC2)OC2=NC=C(C=N2)C(F)(F)F)C ((1s,3s)-3-Hydroxy-3-methylcyclobutyl)(7-((5-(trifluoromethyl)pyrimidin-2-yl)oxy)-2-azaspiro[3.5]nonan-2-yl)methanon